5-(5-(2-(2-azaspiro[3.3]hept-6-yloxy)phenyl)isoxazol-3-ylamino)pyrazine-2-carbonitrile C1NCC12CC(C2)OC2=C(C=CC=C2)C2=CC(=NO2)NC=2N=CC(=NC2)C#N